COC1=CC=C(OCCC=CCCOC2=CC=C(C=C2)OC)C=C1 1,2-bis(4-methoxyphenoxyethyl)ethaneN